3,2-dioxaborolan-4,5-dione B1OOC(C1=O)=O